C(#N)C1=CC(=C(C=N1)OC1=CC(=C2C(=N1)N(C=N2)C)NC2=CC=C(C(=N2)C)C(=O)N(C)C)C 6-[[5-[(6-cyano-4-methyl-3-pyridyl)oxy]-3-methyl-imidazo[4,5-b]pyridin-7-yl]amino]-N,N,2-trimethyl-pyridine-3-carboxamide